O=CC(C)NC(OC(C)(C)C)=O t-butyl (1-oxopropan-2-yl)carbamate